ClC=1C=C2C(=CC(=NC2=CC1)C(F)(F)F)NCC1(CNC1)N1N=CC(=C1)OC 6-chloro-N-((3-(4-methoxy-1H-pyrazol-1-yl)azetidin-3-yl)methyl)-2-(trifluoromethyl)quinolin-4-amine